6-methyl-2-(1-methyl-1H-imidazol-5-yl)-5-(1-morpholinovinyl)indolizine-7-carboxylic acid isopropyl ester C(C)(C)OC(=O)C=1C(=C(N2C=C(C=C2C1)C1=CN=CN1C)C(=C)N1CCOCC1)C